4-Oxo-4-(1-(2-tolyl)-6-methyl-3,4-dihydro-1H-isoquinolin-2-yl)-N-[[3-(trifluoromethyl)-phenyl]methyl]butyric acid amide O=C(CCC(=O)NCC1=CC(=CC=C1)C(F)(F)F)N1C(C2=CC=C(C=C2CC1)C)C1=C(C=CC=C1)C